N1C=C(C2=CC=CC=C12)CC(CCCC)C=1C2=C(SC1C(=O)N)C=C(C=C2F)N2CCN(CC2)C (1-(1H-indol-3-yl)hexan-2-yl)-4-fluoro-6-(4-methylpiperazin-1-yl)benzo[b]thiophene-2-carboxamide